1-(3-chloropyridin-2-yl)-3-((5-(trifluoromethyl)-1H-tetrazol-1-yl)methyl)-1H-pyrazole-5-carboxylic acid ClC=1C(=NC=CC1)N1N=C(C=C1C(=O)O)CN1N=NN=C1C(F)(F)F